trirubidium phosphate P(=O)([O-])([O-])[O-].[Rb+].[Rb+].[Rb+]